C(#N)C1=CC(=C(C(=C1)F)N1CCN(CC1)CC1=CC(=NS1)NC(=O)NCC)F 1-(5-((4-(4-cyano-2,6-difluorophenyl)piperazin-1-yl)methyl)isothiazol-3-yl)-3-ethylurea